CC(=O)NCCCNCCCCNCCCN N(1)-acetylspermine